COC1=NC=NC(=C1C(=O)NC1=C(C=CC(=C1)OC)C(NC12COC(CC1)(CC2)C(F)(F)F)=O)NC21CC(C2)(C1)N1CCOCC1 4-Methoxy-N-(5-methoxy-2-((1-(trifluoromethyl)-2-oxabicyclo[2.2.2]octan-4-yl)carbamoyl)phenyl)-6-((3-morpholinobicyclo[1.1.1]pentan-1-yl)amino)pyrimidine-5-carboxamide